COC(C)C=1C=2N(C=C(C1)C(F)(F)F)C=C(N2)C(=O)OCC ethyl 8-(1-methoxyethyl)-6-(trifluoromethyl)imidazo[1,2-a]pyridine-2-carboxylate